BrC1=CC(=C(C=C1)CBr)C(F)F 4-bromo-1-(bromomethyl)-2-(difluoromethyl)benzene